C1CCC12OCC(CC2)N 5-oxaspiro[3.5]nonan-7-amine